CC1=C(C=C(C(=C1F)F)F)B(O)O 2-methyl-3,4,5-trifluorophenylboronic acid